5-amino-N,N-dipropyl-2-(1H-pyrazol-4-yl)-6H-thieno[3,2-b]azepin-7-carboxamide NC=1CC(=CC2=C(N1)C=C(S2)C=2C=NNC2)C(=O)N(CCC)CCC